6-(trifluoromethyl)-2,3-dihydrophthalazine-1,4-dione FC(C=1C=C2C(NNC(C2=CC1)=O)=O)(F)F